C(C)C1=CC2=C3C4=C(C(=CC3=C(N=C2C=C1)C(F)(F)F)C1=CC=CC=C1)C=CC=C4 2-Ethyl-8-phenyl-6-(trifluoromethyl)benzo[k]phenanthridine